C(C)(C)(C)OC(=O)N1N=CC(=C1)OC1=CC=C(C=C1)N.ClC=1N=NC(=CC1C(=O)NC1CCC(CC1)OC)N1C=NC=C1 3-chloro-6-(1H-imidazol-1-yl)-N-((1r,4r)-4-methoxycyclohexyl)pyridazine-4-carboxamide tert-butyl-4-(4-aminophenoxy)-1H-pyrazole-1-carboxylate